C(COCCOCCOCCOCCOCCC(=O)N)(=O)N 3,6,9,12,15-pentaoxaoctadecanediamide